(2S,5R)-6-((tert-butyldimethylsilyl)oxy)-4-methyl-7-oxo-1,6-diazabicyclo[3.2.1]oct-3-ene-2-carboxamide [Si](C)(C)(C(C)(C)C)ON1[C@@H]2C(=C[C@H](N(C1=O)C2)C(=O)N)C